C(C1=CC=CC=C1)NC(CCCCOCCOCC)=O N-benzyl-5-(2-ethoxyethoxy)pentanamide